C1(CC1)[C@H]([C@@H](C(=O)O)C)C1=CC2=C(OC[C@@H](N2C)C2=CC=C(C=C2)C2=C(C=CC(=C2)OC)F)C=C1 |o1:15| (2S,3R)-3-cyclopropyl-3-((S or R)-3-(2'-fluoro-5'-methoxy-[1,1'-biphenyl]-4-yl)-4-methyl-3,4-dihydro-2H-benzo[b][1,4]oxazin-6-yl)-2-methyl-propanoic acid